(S)-2-(2-chloro-5-(1,3,4-oxadiazol-2-yl)pyrimidin-4-ylamino)-2-phenylethanol ClC1=NC=C(C(=N1)N[C@H](CO)C1=CC=CC=C1)C=1OC=NN1